BrC=1C=CC2=C(C3=C(C(OC(=N3)C=3N(N=C(C3)Cl)C3=NC=CC=C3Cl)=O)C=C2C1)Cl 7-Bromo-10-chloro-2-[5-chloro-2-(3-chloro-2-pyridyl)pyrazol-3-yl]benzo[g][3,1]benzoxazin-4-one